(2R,3S,5R)-2-(2,5-difluorophenyl)-5-[2-[(3-methyl-2-thienyl)sulfonyl]-4,6-dihydropyrido[3,4-c]pyrazol-5-yl]tetrahydropyran-3-amine FC1=C(C=C(C=C1)F)[C@H]1OC[C@H](C[C@@H]1N)C1CC=2C(NN(C2)S(=O)(=O)C=2SC=CC2C)=CN1